N-(6-fluoropyridin-3-yl)-2-methylpyrrolidine-2-carboxamide FC1=CC=C(C=N1)NC(=O)C1(NCCC1)C